ClC=1C=C(CCNCC2=CC=3N(C(=C2)C=2C=C4CN(C(C4=CC2)=O)C2C(NC(CC2)=O)=O)C=NC3)C=CC1C 3-(5-(7-(((3-chloro-4-methyl-phenethyl)amino)methyl)imidazo[1,5-a]pyridin-5-yl)-1-oxoisoindolin-2-yl)piperidine-2,6-dione